rac-9-(2-amino-6-((3-methyltetrahydrofuran-3-yl)oxy)pyrimidin-4-yl)-1-(3,4-difluorophenyl)-1,9-diazaspiro[5.5]undecan-2-one NC1=NC(=CC(=N1)N1CCC2(CCCC(N2C2=CC(=C(C=C2)F)F)=O)CC1)O[C@]1(COCC1)C |r|